[Si](C)(C)(C(C)(C)C)OC=1C=C(C=CC1Cl)NC(OC(C)(C)C)=O tert-butyl (3-((tert-butyldimethylsilyl)oxy)-4-chlorophenyl)carbamate